CC(C(=O)OC)=C METHYL 2-METHYL-2-PROPENOATE